N(=[N+]=[N-])C1CN2C3=C(C=C(C=C3C1)F)C=C2 5-azido-8-fluoro-5,6-dihydro-4H-pyrrolo[3,2,1-ij]quinoline